N-(4-aminomethyl-3-methyl-phenyl)-N'-[4-(1,2,3,6-tetrahydro-pyridin-4-yl)-phenyl]-terephthalamide NCC1=C(C=C(C=C1)NC(C1=CC=C(C(=O)NC2=CC=C(C=C2)C=2CCNCC2)C=C1)=O)C